CS(=O)(=O)[Pd] (methanesulfonyl)palladium